2-hydroxy-6-[(1-seryl-azetidin-3-yl)oxy]benzoic acid OC1=C(C(=O)O)C(=CC=C1)OC1CN(C1)C([C@@H](N)CO)=O